C(C)(C)(C)OC(=O)N1C(CNCC1)(C)C1=NC(=NC(=N1)NC(C)C1=C(C=CC=C1)Cl)NC (4-((1-(2-chlorophenyl)ethyl)amino)-6-(methylamino)-1,3,5-triazin-2-yl)-2-methylpiperazine-1-carboxylic acid tert-butyl ester